C([C@@H](O)C1=CC=CC=C1)(=O)O.BrC1=CC=CC=2[C@H]3[C@@H](NC12)CCNC3 (4aS,9bR)-6-bromo-2,3,4,4a,5,9b-hexahydro-1H-pyrido[4,3-b]Indole (S)-(+)-mandelate salt